[Si](C)(C)(C(C)(C)C)OCCN1CC2=NC(=CC=C2C12CCOCC2)NC=2C=CC(=C1CNC(C21)=O)C2=CN=C1N2C=CC(=C1)F 7-((6'-(2-((tert-butyldimethylsilyl)oxy)ethyl)-2,3,5,6,6',7'-hexahydrospiro[pyran-4,5'-pyrrolo[3,4-b]pyridin]-2'-yl)amino)-4-(7-fluoroimidazo[1,2-a]pyridin-3-yl)isoindolin-1-one